BrC1=C(CN[C@@H](CCOC2CC(C2)CCC2=NC=3NCCCC3C=C2)C(=O)O)C(=CN=C1)F N-(3-bromo-5-fluoroisonicotinyl)-O-((1R,3R)-3-(2-(5,6,7,8-tetrahydro-1,8-naphthyridin-2-yl)ethyl)cyclobutyl)homoserine